(S)-(Z)-14-Methyl-8-hexadecenal C[C@H](CCCC\C=C/CCCCCCC=O)CC